OC1=CC(=C(C(=C1)O)[C@H]1[C@@H](CCC(=C1)C)C(=C)C)C(C)=O 1-((1'R,2'R)-4,6-dihydroxy-5'-methyl-2'-(prop-1-en-2-yl)-1',2',3',4'-tetrahydro-[1,1'-biphenyl]-2-yl)ethan-1-one